ClC(OC1=CC=C(C=C1)NC(C1=CN=C(C(=C1)NC=1C=NC(=CC1)C)N1C[C@@H](CC1)O)=O)(F)F (R)-N-(4-(chlorodifluoromethoxy)phenyl)-6-(3-hydroxypyrrolidin-1-yl)-5-((6-Methylpyridin-3-yl)amino)nicotinamide